NS(=NC(CC=1C(=NC=C(C1C(C)C)F)C(C)C)=O)(=O)C1=NN(C=C1)C(C)C N-(amino(1-isopropyl-1H-pyrazol-3-yl)(oxo)-λ6-sulfaneylidene)-2-(5-fluoro-2,4-diisopropylpyridin-3-yl)acetamide